(E)-5-(3-(3,3-dimethylbut-1-en-1-yl)-2-fluoro-6-hydroxyphenyl)-1,2,5-thiadiazolidin-3-one 1,1-dioxide CC(/C=C/C=1C(=C(C(=CC1)O)N1CC(NS1(=O)=O)=O)F)(C)C